3-[5-[4-[[4-fluoro-4-[[4-[6-[5-(1-methylcyclopropoxy)-1H-indazol-3-yl]pyrimidin-4-yl]piperazin-1-yl]methyl]-1-piperidyl]methyl]-1-piperidyl]-1-oxo-isoindolin-2-yl]piperidine-2,6-dione FC1(CCN(CC1)CC1CCN(CC1)C=1C=C2CN(C(C2=CC1)=O)C1C(NC(CC1)=O)=O)CN1CCN(CC1)C1=NC=NC(=C1)C1=NNC2=CC=C(C=C12)OC1(CC1)C